OCCN1CCN(CC1)CCC1=CC=C(C=C1)NC1=NC(=NC=2C=NNC(C21)=O)N2CCC(CC2)CC#N 2-(1-(4-((4-(2-(4-(2-hydroxyethyl)piperazin-1-yl)ethyl)phenyl)amino)-5-oxo-5,6-dihydropyrimido[4,5-d]pyridazin-2-yl)piperidin-4-yl)acetonitrile